N1=CC(=CC=C1)CN1C(C2=CC=CC=C2CC1)=O 2-(pyridin-3-ylmethyl)-1-oxo-1,2,3,4-tetrahydroisoquinoline